Methyl 6-[4-(fluoromethyl)phenyl]-2-(1-methyl-1H-pyrazol-4-yl)-3-oxo-2,3-dihydropyridazine-4-carboxylate FCC1=CC=C(C=C1)C=1C=C(C(N(N1)C=1C=NN(C1)C)=O)C(=O)OC